CN1C=C(C2=CC(=CC=C12)C)C=1C2=C(N=C(N1)NC=1C=C(C(=CC1)N(C)CCN(C)C)N)NC=C2 N4-(4-(1,5-dimethyl-1H-indol-3-yl)-7H-pyrrolo[2,3-d]pyrimidin-2-yl)-N1-(2-(dimethylamino)ethyl)-N1-methylbenzene-1,2,4-triamine